COC=1C=C(C=CC1OC)C(=NNS(=O)(=O)C1=CC=C(C=C1)C)C1CCN(CC1)C(=O)OC(C)(C)C tert-Butyl 4-[C-(3,4-dimethoxyphenyl)-N-(p-tolylsulfonylamino)carbonimidoyl]piperidine-1-carboxylate